[2H]C(N1C=NC=2N=CNC(C12)=O)([2H])[2H] 7-(trideuteromethyl)-1H-purin-6-one